C(C)(C)N1C[C@H](CC1)O (S)-1-isopropylpyrrolidin-3-ol